ClC=1C=C(C=CC1)[C@@H](CN(C)CC(F)F)N1C(C=C(C=C1)C1=CNC2=NC=C(C=C21)N2CCOCC2)=O (S)-1-(1-(3-chlorophenyl)-2-((2,2-difluoroethyl)(methyl)amino)ethyl)-4-(5-morpholino-1H-pyrrolo[2,3-b]pyridin-3-yl)pyridin-2(1H)-one